ClC=1C=C(C=C2C=NN(C12)CCCl)C(C)(C)C1=CC=C(C=C1)C#CC=1C(=NC=CN1)NS(=O)(=O)C N-(3-((4-(2-(7-chloro-1-(2-chloroethyl)-1H-indazol-5-yl)propan-2-yl)phenyl)ethynyl)pyrazin-2-yl)methanesulfonamide